(S)-(1,4-dioxan-2-yl)methylamine hydrochloride Cl.O1[C@H](COCC1)CN